C12(CCC(CC1)O2)C(=O)N 7-oxabicyclo[2.2.1]heptane-1-carboxamide